L-Glycinamide NCC(=O)N